3-(5-Chloropyrimidin-4-yl)indol-2-one ClC=1C(=NC=NC1)C=1C(N=C2C=CC=CC12)=O